O=C1SCCC1NC(CCC)=O N-(tetrahydro-2-oxo-3-thienyl)butanamide